(2S)-2-[methyl-[(2-methylpropan-2-yl)oxycarbonyl]amino]propanoic acid CN([C@H](C(=O)O)C)C(=O)OC(C)(C)C